(1s,4s)-4-(3-Chloroanilino)-2'-(3-hydroxyphenyl)spiro[cyclohexane-1,1'-indene]-4-carboxylic acid ClC=1C=C(NC2(CCC3(C(=CC4=CC=CC=C34)C3=CC(=CC=C3)O)CC2)C(=O)O)C=CC1